(1R,5S,6r)-6-(1-isopropyl-3-(2-(trifluoromethyl)pyrimidin-4-yl)-1H-pyrazol-5-yl)bicyclo[3.1.0]hexan-3-one C(C)(C)N1N=C(C=C1C1[C@H]2CC(C[C@@H]12)=O)C1=NC(=NC=C1)C(F)(F)F